FC(S(=O)(=O)OC1=CCCN(C1)C(=O)OC(C)(C)C)(F)F tert-butyl 5-(trifluoromethylsulfonyloxy)-3,6-dihydro-2H-pyridine-1-carboxylate